C(CCC)C1=NC2(C(N1CC1=CC(=C(C=C1)B1OC(C(O1)(C)C)(C)C)O)=O)CCCC2 2-butyl-3-(3-hydroxy-4-(4,4,5,5-tetramethyl-1,3,2-dioxaborolan-2-yl)benzyl)-1,3-diazaspiro[4.4]non-1-en-4-one